(2S,5R)-N-(2-(3,5-dichloro-6-methylpyridin-2-yl)propan-2-yl)-5-(hydroxymethyl)morpholine-2-carboxamide ClC=1C(=NC(=C(C1)Cl)C)C(C)(C)NC(=O)[C@@H]1CN[C@@H](CO1)CO